hydroxyoctanedioic acid OC(C(=O)O)CCCCCC(=O)O